3-(methylsulfanyl)benzaldehyde CSC=1C=C(C=O)C=CC1